N-benzyl-gamma-aminopropyl-trimethoxysilane C(C1=CC=CC=C1)NCCC[Si](OC)(OC)OC